O[C@@H](CO)[C@H]1N(CC2=CC=CC=C2C1)C(=O)OC(C)(C)C tert-butyl (S)-3-((R)-1,2-dihydroxyethyl)-3,4-dihydroisoquinoline-2(1H)-carboxylate